BrC1=CC=C(COC2=C3C(C=C(OC3=CC=C2)C(=O)OCC)=O)C=C1 ethyl 5-((4-bromobenzyl) oxy)-4-oxo-4H-chromen-2-carboxylate